N-(3-methoxy-1,2,4-thiadiazol-5-yl)-1,6-diazaspiro[3.4]Octane-1-carboxamide COC1=NSC(=N1)NC(=O)N1CCC12CNCC2